NC=1C=C(C=CC1N)C(C)=O 1-(3,4-diaminophenyl)ethan-1-one